C(C)C1CN(C=2C(N[C@](NC2N1CC1=CN=CS1)(N)NC1=C(C=C(C=C1)S(=O)(=O)CC(=O)N1CC(NCC1)C)OC)=O)C (R)-7-ethyl-2-[2-methoxy-4-(2-(3-methylpiperazin-1-yl)-2-oxoethylsulphonyl)phenylamino]-5-methyl-8-(thiazol-5-ylmethyl)-7,8-dihydropterin